O1[C@@H](COCC1)CNC(=O)C1=C(C2=C(CCC3=CN(N=C23)CC=2C=NC(=CC2)C(NC[C@H]2OCCOC2)=O)O1)C N-[(2R)-1,4-Dioxan-2-ylmethyl]-2-[(6-{[(2R)-1,4-dioxan-2-ylmethyl]carbamoyl}pyridin-3-yl)methyl]-8-methyl-4,5-dihydro-2H-furo[2,3-g]indazol-7-carboxamid